(2S,6R)-2-[5-(benzyloxymethyl)-1-cyclopropyl-pyrazol-4-yl]-6-methyl-4-(p-tolylsulfonyl)morpholine C(C1=CC=CC=C1)OCC1=C(C=NN1C1CC1)[C@H]1CN(C[C@H](O1)C)S(=O)(=O)C1=CC=C(C=C1)C